N-(piperidin-4-yl)-N-(propan-2-yl)-2-{1-[2-(trifluoromethoxy)phenyl]-1H-pyrazol-4-yl}-1,3-thiazole-4-carboxamide N1CCC(CC1)N(C(=O)C=1N=C(SC1)C=1C=NN(C1)C1=C(C=CC=C1)OC(F)(F)F)C(C)C